3'-AMINO-3'-DEOXYGUANOSINE N[C@H]1[C@H]([C@@H](O[C@@H]1CO)N1C=NC=2C(=O)NC(N)=NC12)O